1-((4-((tert-butoxycarbonyl)amino)bicyclo[2.2.2]Oct-1-yl)methyl)-3-(trifluoromethyl)-6,7-dihydro-1H-pyrazolo[4,3-c]Pyridine-5(4H)-carboxylic acid tert-butyl ester C(C)(C)(C)OC(=O)N1CC2=C(CC1)N(N=C2C(F)(F)F)CC21CCC(CC2)(CC1)NC(=O)OC(C)(C)C